(2S,5S)-5-{(2S,3S)-2-[2-(2-Fluoro-ethoxy)-acetylamino]-3-methyl-pentanoylamino}-4-oxo-1,2,4,5,6,7-hexahydro-azepino[3,2,1-hi]indole-2-carboxylic acid (oxazol-4-ylmethyl)-amide O1C=NC(=C1)CNC(=O)[C@H]1N2C3=C(C=CC=C3C1)CC[C@@H](C2=O)NC([C@H]([C@H](CC)C)NC(COCCF)=O)=O